(1R,3S)-3-(2-((4-sulfamoylphenyl)amino)pyrimidin-5-yl)cyclopentyl (1-methylcyclopropyl)carbamate CC1(CC1)NC(O[C@H]1C[C@H](CC1)C=1C=NC(=NC1)NC1=CC=C(C=C1)S(N)(=O)=O)=O